CC(C(=O)O)(CC1=CC=C(C=C1)N)C.ClC1=CC=C2C(=CC(=NC2=C1Cl)CCCN(CC(=O)O)S(=O)(=O)C)C=1C=NNC1 N-(3-(7,8-dichloro-4-(1H-pyrazol-4-yl)quinolin-2-yl)propyl)-N-(methylsulfonyl)glycine methyl-3-(4-aminophenyl)-2-methylpropionate